2,2-di(bromomethyl)-1,3-propylene glycol BrCC(CO)(CO)CBr